(3,6-diaminopyrazine-2,5-dicarbonyl)bis(azanediyl)(2R,2R)-bis(3-hydroxypropanoate) NC=1C(=NC(=C(N1)C(=O)N[C@@H](C(=O)[O-])CO)N)C(=O)N[C@@H](C(=O)[O-])CO